[Si](C)(C)(C(C)(C)C)OC/C(=C/C(=O)OCC)/Br ethyl (Z)-4-(tert-butyl-dimethylsilyloxy)-3-bromo-2-butenoate